C(C)C(C(=O)N(C)C)N1N=CC(=C1)C=1C=NC(=CC1)N ethyl-2-(4-(6-aminopyridin-3-yl)-1H-pyrazol-1-yl)-N,N-dimethylacetamide